CN1CCN(C(CC1)=O)CCCNC1=NC(=NC=C1C(F)(F)F)NC=1C(=NN(C1)C1CN(CC1)C)C 1-methyl-4-(3-((2-((3-methyl-1-(1-methylpyrrolidin-3-yl)-1H-pyrazol-4-yl)amino)-5-(trifluoromethyl)pyrimidin-4-yl)amino)propyl)-1,4-diazepan-5-one